(1r,4r)-4-((4-methoxy-5-(1-methyl-1H-benzo[d][1,2,3]triazol-6-yl)pyrrolo[2,1-f][1,2,4]triazin-2-yl)amino)-1-methylcyclohexan-1-ol COC1=NC(=NN2C1=C(C=C2)C=2C=CC1=C(N(N=N1)C)C2)NC2CCC(CC2)(O)C